COC=1C=C2CCC(C(C2=CC1)=O)C(=O)C1=CC=CC2=CC=CC=C12 6-(methoxy)tetraloneNaphthone